1-Cyclobutyl-7-((2-methoxy-4-(4-methylpiperazin-1-yl)phenyl)amino)pyrimido[4,5-d]pyrimidine C1(CCC1)N1CN=CC=2C1=NC(=NC2)NC2=C(C=C(C=C2)N2CCN(CC2)C)OC